Cl.FC1=C(NC)C=CC(=C1)OC(F)(F)F 2-fluoro-N-methyl-4-(trifluoromethoxy)aniline hydrochloride